C1=CC=CC=2OCC3=C(CC21)C=CC=C3 6,11-dihydrodibenzo[b,e]oxepin